CC1(CCC(CC1)C1=CC=C(C=C1)NC1CCC(CC1)NC(=O)[C@@H]1NC(NC1)=O)C (R)-N-(4-((4-(4,4-dimethylcyclohexyl)phenyl)amino)cyclohexyl)-2-oxoimidazolidine-4-carboxamide